cyclopropyl-1H-tetrazole tert-butyl-(1S,4S)-5-[4-(4-chloro-2-fluoro-5-methoxy-anilino)pyrido[3,2-d]pyrimidin-6-yl]-2,5-diazabicyclo[2.2.1]heptane-2-carboxylate C(C)(C)(C)OC(=O)N1[C@@H]2CN([C@H](C1)C2)C=2C=CC=1N=CN=C(C1N2)NC2=C(C=C(C(=C2)OC)Cl)F.C2(CC2)N2N=NN=C2